COC(=O)C1=CC=[N+](C=C1)CC=1N=NN(C1)C1=CC=CC=C1 Methyl-1-[(1-phenyl-1H-1,2,3-triazol-4-yl)methyl]pyridin-1-ium-4-carboxylate